2-[[(1R)-1-[3,6-Dimethyl-2-(2-methylindazol-5-yl)-4-oxo-chromen-8-yl]-ethyl]amino]-6-fluoro-benzamide CC1=C(OC2=C(C=C(C=C2C1=O)C)[C@@H](C)NC1=C(C(=O)N)C(=CC=C1)F)C1=CC2=CN(N=C2C=C1)C